[Cl-].C[NH+](C1=CC=C(C=C1)OCCCCCCCCCC)CCCCCCCCCC N-methyl-N-decyl-4-(decyloxy)anilinium chloride